6-(((1S,2S,4S)-4-(3-chloro-5-(trifluoromethyl)phenyl)-2-(dimethylamino)cyclohexyl)-oxy)-2-methyl-N-(pyrimidin-4-yl)pyridine-3-sulfonamide ClC=1C=C(C=C(C1)C(F)(F)F)[C@@H]1C[C@@H]([C@H](CC1)OC1=CC=C(C(=N1)C)S(=O)(=O)NC1=NC=NC=C1)N(C)C